tert-butyl 8-methyl-4-[2-[4-(4-methylpiperazin-1-yl)anilino]-7-oxo-8-(3-pyridyl)pyrido[2,3-d]pyrimidin-6-yl]-2,3-dihydroquinoxaline-1-carboxylate CC=1C=CC=C2N(CCN(C12)C(=O)OC(C)(C)C)C1=CC2=C(N=C(N=C2)NC2=CC=C(C=C2)N2CCN(CC2)C)N(C1=O)C=1C=NC=CC1